N2-(1-methylpiperidin-4-yl)-7-phenylpyrido[2,3-d]pyrimidine-2,4-diamine CN1CCC(CC1)NC=1N=C(C2=C(N1)N=C(C=C2)C2=CC=CC=C2)N